(2-(2-(piperazin-1-yl)ethoxy)ethyl)carbamic acid tert-butyl ester C(C)(C)(C)OC(NCCOCCN1CCNCC1)=O